2-(phenylmethylene)octanal trans-diallyl-maleate C(C=C)/C(=C(/C(=O)O)\CC=C)/C(=O)O.C1(=CC=CC=C1)C=C(C=O)CCCCCC